BrC1=CC(=CC(=N1)N)Cl 6-bromo-4-chloro-2-aminopyridine